rac-6-(5-(1-(3-chloro-5-(trifluoromethyl)benzamido)ethyl)-3-methyl-1H-1,2,4-triazol-1-yl)-N-(dimethyl(oxo)-λ6-sulfaneylidene)nicotinamide ClC=1C=C(C(=O)N[C@H](C)C2=NC(=NN2C2=NC=C(C(=O)N=S(=O)(C)C)C=C2)C)C=C(C1)C(F)(F)F |r|